BrC1=CC=C(C=C1)C=1C=C(C=CC1)C1=C(C=C(C=C1)N1C2=C(C=3C=CC=CC13)N=CC=C2)N2C1=CC=CC=C1C=1C=CC=CC21 5-(4''-bromo-2-(9H-carbazol-9-yl)-[1,1':3',1''-terphenyl]-4-yl)-5H-pyrido[3,2-b]indole